2-CHLORO-3-(TRIFLUOROMETHYL)PHENYLBORONIC ACID ClC1=C(C=CC=C1C(F)(F)F)B(O)O